C[C@H]1[C@@H](C[C@H]([C@@H](O1)OCCCCCCCCCCCCCCCCC/C=C/C(=O)[O-])O)O The molecule is a hydroxy fatty acid ascaroside anion that is the conjugate base of oscr#35, obtained by deprotonation of the carboxy group; major species at pH 7.3. It is a conjugate base of an oscr#35.